[Ca+2].C(C)C(CC(C(=O)[O-])C(=O)[O-])CCC 2-(2-ethylpentyl)malonic acid calcium salt